CO[C@@](C(=O)O)(C(F)(F)F)C1=CC=CC=C1 (S)-(-)-alpha-methoxy-alpha-trifluoromethylphenylacetic acid